3-(2-(methylamino)propyl)-1,2,4-thiadiazole CNC(CC1=NSC=N1)C